(3-(((tert-butyldiphenylsilyl) oxy) methyl) phenyl) carbamate C(N)(OC1=CC(=CC=C1)CO[Si](C1=CC=CC=C1)(C1=CC=CC=C1)C(C)(C)C)=O